CS(=O)(=O)C1=CC=C(CNC(=O)C=2C(N(C(=C(C2)C(NO)=N)C)C2=CC(=CC=C2)C(F)(F)F)=O)C=C1 5-(N-hydroxycarbamimidoyl)-6-methyl-2-oxo-1-(3-trifluoromethyl-phenyl)-1,2-dihydro-pyridine-3-carboxylic acid 4-methanesulfonyl-benzylamide